CC(CCl)([NH2+]CC)C dimethyl-N-ethylammonioethyl chloride